5-(4-chloro-2-fluorophenyl)-7-((2S)-2-(1-(1-fluoro-2-hydroxyethyl)-1H-pyrazol-4-yl)-4-morpholinyl)-2,3-dimethylpyrido[4,3-d]pyrimidin-4(3H)-one ClC1=CC(=C(C=C1)C1=NC(=CC=2N=C(N(C(C21)=O)C)C)N2C[C@@H](OCC2)C=2C=NN(C2)C(CO)F)F